Diethyl((5-cyclopropyl-3-(2-(trifluoromethyl)pyridin-3-yl)isoxazol-4-yl)methyl) phosphonate P(OC(C=1C(=NOC1C1CC1)C=1C(=NC=CC1)C(F)(F)F)(CC)CC)([O-])=O